2-(tetrahydrofuran-2-yl)acetohydrazide O1C(CCC1)CC(=O)NN